4-(2-(bis(2-hydroxypropyl)amino)-6-(bis(2-methoxyethyl)amino)-8-(4-methoxypiperidin-1-yl)pyrimido[5,4-d]pyrimidin-4-yl)-1-methylpiperazin-2-one OC(CN(C=1N=C(C2=C(N1)C(=NC(=N2)N(CCOC)CCOC)N2CCC(CC2)OC)N2CC(N(CC2)C)=O)CC(C)O)C